C1CCCCC(=O)OC1=O pentane-1,5-dicarboxylic anhydride